FC1CCC(CC1)NCC=CC(=O)N 4-(((1s,4s)-4-fluorocyclohexyl)amino)but-2-enamide